trifluoromethanesulfonic acid (2-fluoro-2-methyl-propyl) ester FC(COS(=O)(=O)C(F)(F)F)(C)C